isopropyl [((1r,2s,5r)-2-isopropyl-5-methyl-cyclohexanecarbonyl)-amino]-acetate C(C)(C)[C@H]1[C@@H](C[C@@H](CC1)C)C(=O)NCC(=O)OC(C)C